1,3-ditolylphosphopropane C1(=C(C=CC=C1)C(CCC1=C(C=CC=C1)C)P(=O)=O)C